NOC(=S=S)[S-] aminoxanthate sulfide